(2-Oxo-2-(pyrrolidin-1-yl)ethyl)zinc O=C(C[Zn])N1CCCC1